ClC=1C(=NC(=CC1)C1=C(C(=C(C=C1)Cl)C(F)F)Cl)C(=O)OC Methyl 3-chloro-6-(2,4-dichloro-3-(difluoromethyl) phenyl)picolinate